ethyl-(dimethylsilyloxy)[(trimethylsiloxy)dimethylsiloxy]silane C(C)[SiH](O[Si](C)(C)O[Si](C)(C)C)O[SiH](C)C